BrC=1C=C2C(=NC1)N(CC2(C)C)C2CCN(CC2)CCO 2-[4-(5-bromo-3,3-dimethyl-2,3-dihydro-1H-pyrrolo[2,3-b]pyridin-1-yl)piperidin-1-yl]ethan-1-ol